4-[(2S)-2-(methylamino)propanamido]-5-oxo-octahydropyrrolo[2,1-b][1,3]thiazepine-7-carboxamide CN[C@H](C(=O)NC1C(N2C(SCC1)CCC2C(=O)N)=O)C